(S)-5-amino-5-oxo-4-(6'-oxo-1',2',6',8'-tetrahydro-7'H-spiro[piperidine-4,3'-pyrrolo[3,4-g]indol]-7'-yl)pentanoic acid tert-butyl ester C(C)(C)(C)OC(CC[C@@H](C(=O)N)N1C(C2=CC=C3C4(CNC3=C2C1)CCNCC4)=O)=O